C(C)(C)(C)OC(=O)N1C[C@@H](N(CC1)C1=NC=CC2=C1C(=CN2)C2=C(C=CC=C2)F)C (S)-4-(3-(2-fluorophenyl)-1H-pyrrolo[3,2-c]pyridin-4-yl)-3-methylpiperazine-1-carboxylic acid tert-butyl ester